Cl.C(C)OC(CC1CCC(CC1)(F)F)=N.FC(CN1N=CNC1=O)(F)F (2,2,2-trifluoroethyl)-2,4-dihydro-3H-1,2,4-triazol-3-one ethyl-2-(4,4-difluorocyclohexyl)ethanimidate hydrochloride